BrC=1C(=CC=2N(C1F)N=C(N2)N2C(=CC=C2C)C)C 6-bromo-2-(2,5-dimethyl-1H-pyrrol-1-yl)-5-fluoro-7-methyl-[1,2,4]triazolo[1,5-a]pyridine